N,N-dimethyl-ethan-1-amine CN(CC)C